OC(C(=O)NC1=NC(=CC(=C1)I)N1CCOCC1)(C)C 2-hydroxy-N-[4-iodo-6-(morpholin-4-yl)pyridin-2-yl]-2-methylpropanamide